(R)-3-isopropyl-5-(4-(1-((6-(4-(methylsulfonyl)phenyl)imidazo[2,1-b][1,3,4]thiadiazol-2-yl)oxy)ethyl)piperidin-1-yl)-1,2,4-oxadiazole C(C)(C)C1=NOC(=N1)N1CCC(CC1)[C@@H](C)OC1=NN2C(S1)=NC(=C2)C2=CC=C(C=C2)S(=O)(=O)C